BrC1=CC=C(C=C1)S(=O)(=O)OC(C(F)(F)F)C1=CC=C(C=C1)C 2,2,2-trifluoro-1-p-tolylethyl 4-bromobenzenesulfonate